C(C)N(C1=CC=C2C=C(C(OC2=C1)=O)C=O)CC 7-diethylaminocoumarin-3-aldehyde